N1(CCCCC1)CCCCN piperidinebutylamine